ClC(Cl)(Cl)Cl perchloromethane